2-(Methylsulfanyl)-1-(4-(5-(p-tolyl)-1H-imidazol-2-yl)thiazolidin-3-yl)propan-1-one CSC(C(=O)N1CSCC1C=1NC(=CN1)C1=CC=C(C=C1)C)C